Tert-butyl 1'-(1-benzyl-3,3-difluoro-2,6-dihydropyridin-4-yl)-[4,4'-bipiperidine]-1-carboxylate C(C1=CC=CC=C1)N1CC(C(=CC1)N1CCC(CC1)C1CCN(CC1)C(=O)OC(C)(C)C)(F)F